O1COC2=C1C=CC(=C2)/C=C/C(=O)N(CCC=2SC=CC2)CC (E)-3-(1,3-benzodioxol-5-yl)-N-ethyl-N-[2-(2-thienyl)ethyl]prop-2-enamide